(2R,3R)-5-(t-butyldimethylsilyloxy)-1-(2-chlorophenyl)pentane-2,3-diol [Si](C)(C)(C(C)(C)C)OCC[C@H]([C@@H](CC1=C(C=CC=C1)Cl)O)O